3-chloro-11-(prop-2-yl)-11-azatricyclo[6.2.1.02,7]Undec-2,4,6-triene hydrochloride Cl.ClC1=C2C3CCC(C2=CC=C1)N3C(C)C